Cl.FC([C@@H](N)C1=CC=C(C=C1)C)(F)F (S)-2,2,2-trifluoro-1-(p-tolyl)ethan-1-amine hydrochloride